C(CC)C1NCCNC1 2-propylpiperazine